5-bromo-3-[(3-methylphenyl)methoxy]pyridin-2-amine BrC=1C=C(C(=NC1)N)OCC1=CC(=CC=C1)C